O1C(C=NC2=C1C=CC=C2)C(=O)N 2H-1,4-benzoxazine-2-carboxamide